C1(CC1)C(C(C)(C)O)N1C(C2=C(C=CC=C2C1)C1=CC=C(C=C1)C=1N=NN(C1)C)=O 2-[1-cyclopropyl-2-hydroxy-2-methyl-propyl]-7-[4-(1-methyltriazol-4-yl)phenyl]isoindolin-1-one